5-chloro-2-(4-fluoro-2-methylphenoxy)-N-(6-oxo-1,6-dihydropyridazin-4-yl)benzamide palladium-Palladium-cobalt-boron [B].[Co].[Pd].[Pd].ClC=1C=CC(=C(C(=O)NC=2C=NNC(C2)=O)C1)OC1=C(C=C(C=C1)F)C